2,2-dimethyl-piperidine-1-carboxylate CC1(N(CCCC1)C(=O)[O-])C